C(C)(=O)N1C(CC(C2=CC=CC=C12)CCC)(C)C 1-acetyl-2,2-dimethyl-4-propyl-1,2,3,4-tetrahydroquinoline